1-(2-(benzylamino)-2-oxoethyl)-1-(2-((4-methyl-2-((3-(methylamino)propyl)carbamoyl)thiophen-3-yl)amino)-2-oxoethyl)azepan-1-ium C(C1=CC=CC=C1)NC(C[N+]1(CCCCCC1)CC(=O)NC1=C(SC=C1C)C(NCCCNC)=O)=O